2,7-dibromo-5H-[1,3,4]thiadiazolo[3,2-a]pyrimidin-5-one BrC1=NN2C(=NC(=CC2=O)Br)S1